NC=1C=C(C=C(C1)Cl)NC1C(NC(CC1)=O)=O 3-((3-Amino-5-chlorophenyl)amino)piperidine-2,6-dione